(2E,6R)-6-{[(2R,3R,5R,6S)-3,5-bis[(tert-butyldimethylsilyl)oxy]-6-methyloxan-2-yl]oxy}hept-2-enoic acid cyclohexylmethyl ester C1(CCCCC1)COC(\C=C\CC[C@@H](C)O[C@@H]1O[C@H]([C@@H](C[C@H]1O[Si](C)(C)C(C)(C)C)O[Si](C)(C)C(C)(C)C)C)=O